N(=[N+]=[N-])[C@@H]1[C@H]([C@H]([C@H](O[C@H]1C)NC=1C2=C(N=CN1)NC=C2)O)O (2S,3R,4R,5R,6S)-5-azido-6-methyl-2-(7H-pyrrolo[2,3-d]pyrimidin-4-ylamino)tetrahydropyran-3,4-diol